O=C1N(CCC(N1)=O)C1=C2C(=CN=C1)N(N=C2)C2CCN(CC2)CC2(CCN(CC2)C(=O)OC(C)(C)C)F tert-butyl 4-((4-(4-(2,4-dioxotetrahydropyrimidin-1(2H)-yl)-1H-pyrazolo[3,4-c]pyridin-1-yl)piperidin-1-yl)methyl)-4-fluoropiperidine-1-carboxylate